1-(N-(3-chloro-4-methoxyphenyl)-3-(triisopropylsilyl)propiolamido)cyclopropane-1-carboxamide ClC=1C=C(C=CC1OC)N(C(C#C[Si](C(C)C)(C(C)C)C(C)C)=O)C1(CC1)C(=O)N